tert-butyl (R)-10-((4-chloro-5-(ethoxycarbonyl)-2-oxopyridin-1(2H)-yl)methyl)-10-hydroxy-7-azaspiro[4.5]decane-7-carboxylate ClC1=CC(N(C=C1C(=O)OCC)C[C@]1(CCN(CC12CCCC2)C(=O)OC(C)(C)C)O)=O